4-[(5-cyanopyridin-2-yl)oxylcyclohexyl]-3-[[(2S)-1-[6-oxo-5-(trifluoromethyl)-1,6-dihydropyridazin-4-yl]pyrrolidin-2-yl]methoxy]propanamide C(#N)C=1C=CC(=NC1)OC1(CCCCC1)C1C[C@H](N(C1)C=1C=NNC(C1C(F)(F)F)=O)COCCC(=O)N